CN(C)C=C1CCC(C1=O)(C1=NN(C=C1)C)C 5-((dimethylamino)methylene)-2-methyl-2-(1-methyl-1H-pyrazol-3-yl)cyclopentane-1-one